1-[2-(1-oxo-2,3-dihydro-1H-isoindol-2-yl)acetyl]pyrrolidine-2-carboxamide N-[4-methyl-1-[(4-methyl-1-oxopentan-2-yl)amino]-1-oxopentan-2-yl]carbamate CC(CC(C(=O)NC(C=O)CC(C)C)NC(O)=O)C.O=C1N(CC2=CC=CC=C12)CC(=O)N1C(CCC1)C(=O)N